OC1=C(C2=C(C=3CCCOC13)C(=C(C(O2)=O)CC(=O)N2CCN(CC2)C(C)C)C)C=O 6-hydroxy-2-(2-(4-isopropylpiperazin-1-yl)-2-oxoethyl)-1-methyl-3-oxo-3,8,9,10-tetrahydropyrano[3,2-f]chromene-5-carbaldehyde